oleic acid-9,10-d2 C(CCCCCCC\C(=C(/CCCCCCCC)\[2H])\[2H])(=O)O